3-[(5-{(E)-2-[6-(benzyloxy)-7-methoxy-1,2,3,4-tetrahydroisoquinolin-1-yl]ethenyl}-2-methoxy-4-methylphenoxy)methyl]benzonitrile C(C1=CC=CC=C1)OC=1C=C2CCNC(C2=CC1OC)/C=C/C=1C(=CC(=C(OCC=2C=C(C#N)C=CC2)C1)OC)C